CC(\C=C\C=CCCCC)=O (E)-2-decadienal